trioctadecyl-silane C(CCCCCCCCCCCCCCCCC)[SiH](CCCCCCCCCCCCCCCCCC)CCCCCCCCCCCCCCCCCC